2-((7-bromo-5-methoxy-1-tosyl-1H-indol-4-yl)methyl)-2H-indazole-6-carbonitrile BrC=1C=C(C(=C2C=CN(C12)S(=O)(=O)C1=CC=C(C)C=C1)CN1N=C2C=C(C=CC2=C1)C#N)OC